C(C)(C)(C)OC(=O)N1C[C@H]([C@H](C1)OC)NC1=C(C=CC(=C1)C(=O)OC)N (3R,4S)-3-((2-amino-5-(methoxycarbonyl)phenyl)amino)-4-methoxypyrrolidine-1-carboxylic acid tert-butyl ester